N1=CN=CC2=C1CCCS2(=O)=O 7,8-dihydro-6H-thiopyrano[3,2-d]Pyrimidine 5,5-dioxide